6-methoxy-2H-spiro[benzofuran-3,1'-cyclopropane]-7-sulfonyl chloride COC1=C(C2=C(C=C1)C1(CC1)CO2)S(=O)(=O)Cl